FC=1C=NC(=NC1)C=1C(=C(C=CC1)NC1=C(N=NC(=C1)NC1=NN2C(C(N(CC2)C)=O)=C1)C(=O)NC([2H])([2H])[2H])OC 4-((3-(5-fluoropyrimidin-2-yl)-2-methoxyphenyl)amino)-N-trideuteromethyl-6-((5-methyl-4-oxo-4,5,6,7-tetrahydropyrazolo[1,5-a]pyrazin-2-yl)amino)pyridazine-3-carboxamide